N-(5-(4-cyanobenzo[d][1,3]dioxol-5-yl)-1-(2-methoxypropyl)-1H-pyrazolo[3,4-b]pyridin-3-yl)-2-methylfuran-3-carboxamide C(#N)C1=C(C=CC=2OCOC21)C=2C=C1C(=NC2)N(N=C1NC(=O)C1=C(OC=C1)C)CC(C)OC